CC1=CNC2=NC=C(C=C21)C=2C=C1CCN(CC1=C(C2)[C@H]2N(CCOC2)C(=O)[O-])C2CCN(CC2)C (R)-3-(6-(3-methyl-1H-pyrrolo[2,3-b]pyridin-5-yl)-2-(1-methylpiperidin-4-yl)-1,2,3,4-tetrahydroisoquinolin-8-yl)morpholine-4-carboxylate